N1=C(N=CC=C1)N1N=CN=C1[C@H](C)NC(=O)NC1=CC=NC=2N1N=CN2 1-[(1S)-1-(2-pyrimidin-2-yl-1,2,4-triazol-3-yl)ethyl]-3-([1,2,4]triazolo[1,5-a]pyrimidin-7-yl)urea